2-fluoro-2-(naphthalen-2-yloxy)acetic acid FC(C(=O)O)OC1=CC2=CC=CC=C2C=C1